COC1=NC=CC(=C1)C(C(=O)OC)C(=O)OC Dimethyl (2-methoxypyridin-4-yl)propanedioate